N-(6-((5-bromo-2-((5-ethyl-2-methoxy-4-(4-(4-methylpiperazin-1-yl)piperidin-1-yl)phenyl)amino)pyrimidin-4-yl)amino)quinoxalin-5-yl)ethanesulfonamide BrC=1C(=NC(=NC1)NC1=C(C=C(C(=C1)CC)N1CCC(CC1)N1CCN(CC1)C)OC)NC=1C(=C2N=CC=NC2=CC1)NS(=O)(=O)CC